1-[4-[[7-(hydrazinocarbonyl)pyrrolo[2,3-d]pyrimidin-4-yl]-methyl-amino]cyclohexyl]-trans-N-methyl-methanesulfonamide hydrochloride Cl.N(N)C(=O)N1C=CC2=C1N=CN=C2N(C2CCC(CC2)CS(=O)(=O)NC)C